ClC=1C(N(C(=CC1OC([2H])([2H])C1=NC=C(C=C1F)F)C)C1=CC(=NC=C1C)N1N=C(C(=C1)F)C1(CCC1)NC(C)=O)=C=O N-(1-(1-(3-chloro-4-((3,5-difluoropyridin-2-yl)methoxy-d2)-5',6-Dimethyl-2-carbonyl-2H-[1,4'-bipyridyl]-2'-yl)-4-fluoro-1H-pyrazol-3-yl)cyclobutyl)acetamide